tert-butyl hydroxy-2-nitrobenzoate OC=1C(=C(C(=O)OC(C)(C)C)C=CC1)[N+](=O)[O-]